FC(C(C)(C)O)(F)C=1C(=C(C=CC1)[C@@H](C)NC1=NC(=NC2=CC3=C(C=C12)N(C(C3(C)C)=O)CC)C)F (R)-4-((1-(3-(1,1-difluoro-2-hydroxy-2-methylpropyl)-2-fluorophenyl)ethyl)amino)-6-ethyl-2,8,8-trimethyl-6,8-dihydro-7H-pyrrolo[2,3-g]quinazolin-7-one